[O].[Ca].[Al] aluminum-calcium oxygen